1-[4-(2-aminoethoxy)phenyl]-2-hydroxy-2-methylpropan-1-one NCCOC1=CC=C(C=C1)C(C(C)(C)O)=O